C([O-])(O)=O.[Na+].N[C@@H](C)C(=O)O L-alanine sodium bicarbonate